N-(4-(1-(3-cyanopropionyl)-3-methyl-1,2,3,6-tetrahydropyridin-4-yl)-1H-pyrrolo[2,3-b]pyridin-6-yl)cyclopropylcarboxamide C(#N)CCC(=O)N1CC(C(=CC1)C1=C2C(=NC(=C1)NC(=O)C1CC1)NC=C2)C